2-fluoro-4-methoxy-5-((1-tosyl-1H-indol-7-yl)methoxy)aniline FC1=C(N)C=C(C(=C1)OC)OCC=1C=CC=C2C=CN(C12)S(=O)(=O)C1=CC=C(C)C=C1